FC(C(C(C(S(=O)(=O)[O-])(F)F)(F)F)(F)F)(F)F.C[SH+]C dimethylsulfonium nonafluorobutanesulfonate